[Te].[Sb].[Ge] germanium antimony-tellurium